3-(7-(2-(4-(4-(4-((2-(4-(Difluoromethyl)phenyl)-5-hydroxy-3-methyl-1H-indol-1-yl)methyl)phenoxy)butyl)piperazin-1-yl)-2-oxoethoxy)-1-methyl-1H-indazol-3-yl)piperidine-2,6-dione FC(C1=CC=C(C=C1)C=1N(C2=CC=C(C=C2C1C)O)CC1=CC=C(OCCCCN2CCN(CC2)C(COC=2C=CC=C3C(=NN(C23)C)C2C(NC(CC2)=O)=O)=O)C=C1)F